FC(C1=NN(C=C1NC(=O)C=1C=NN2C1N=C(C=C2)N2CCOCC2)[C@@H]2CC[C@H](CC2)C(=O)OC)F N-(3-(difluoromethyl)-1-((trans)-4-(methoxyformyl)cyclohexyl)-1H-pyrazol-4-yl)-5-morpholinylpyrazolo[1,5-a]pyrimidine-3-carboxamide